5-(8-(1,3-dimethyl-2-oxo-2,3-dihydro-1H-benzo[d]imidazol-5-yl)-6-methylisoquinolin-3-yl)-N-(3-(3-(2,6-dioxo-piperidin-3-yl)benzofuran-5-yl)prop-2-yn-1-yl)picolinamide CN1C(N(C2=C1C=CC(=C2)C=2C=C(C=C1C=C(N=CC21)C=2C=CC(=NC2)C(=O)NCC#CC=2C=CC1=C(C(=CO1)C1C(NC(CC1)=O)=O)C2)C)C)=O